4-amino-N-(8'-methyl-7'-oxo-7',8'-dihydro-6'H-spiro[cyclohexane-1,9'-pyrrolo[1,5-a:2,3-d']dipyrimidin]-2'-yl)benzenesulfonamide NC1=CC=C(C=C1)S(=O)(=O)NC=1N=CC2=C(N1)N1C(NC(C(C13CCCCC3)C)=O)=C2